3-Octylundecyl 7-Hydroxyhexadecanoate OC(CCCCCC(=O)OCCC(CCCCCCCC)CCCCCCCC)CCCCCCCCC